5-((3-Chlorophenyl)amino)-2-methylimidazo[1,2-c]pyrido[2,3-e]pyrimidine-8-carboxamide ClC=1C=C(C=CC1)NC1=NC2=C(C=3N1C=C(N3)C)N=CC(=C2)C(=O)N